1-[(1S)-1-[(4-dodecoxyphenyl)methyl]-2-ethoxy-ethyl]imidazo[4,5-c]quinolin-4-amine C(CCCCCCCCCCC)OC1=CC=C(C=C1)C[C@@H](COCC)N1C=NC=2C(=NC=3C=CC=CC3C21)N